N-(5-((1s,3s)-3-(4-(trifluoromethyl)phenyl)cyclobutoxy)-1H-indol-3-yl)thiazole-4-carboxamide FC(C1=CC=C(C=C1)C1CC(C1)OC=1C=C2C(=CNC2=CC1)NC(=O)C=1N=CSC1)(F)F